ClC1=CC(=C(C(=N1)N)N)N1[C@H](CN([C@@H](C1)C)C(C1=CC=C(C=C1)C(F)(F)F)C1CC(C1)(F)F)C 6-chloro-4-((2S,5R)-4-((3,3-difluorocyclobutyl)(4-(trifluoromethyl)phenyl)methyl)-2,5-dimethylpiperazin-1-yl)pyridine-2,3-diamine